C(C1=CC=CC=C1)N1C(=NC(=C1)C1=CC=CC=C1)C1=CC=CC=C1 1-benzyl-2,4-diphenyl-1H-imidazole